C(C)OC1=CC=C(C=C1)C1=NC=2N(C(=C1)O)N=C(C2C2=C(C=C(C=C2)F)F)C.[Na] sodium 5-(4-ethoxyphenyl)-3-(2,4-difluorophenyl)-2-methylpyrazolo[1,5-a]pyrimidin-7-ol